CN1C2=C(OC[C@@H](C1=O)NC(=O)C1=NN3C(C(NCC3)C(F)(F)F)=N1)C=CC=C2 N-((S)-5-methyl-4-oxo-2,3,4,5-tetrahydrobenzo[b][1,4]oxazepin-3-yl)-8-(trifluoromethyl)-5,6,7,8-tetrahydro-[1,2,4]triazolo[1,5-a]pyrazine-2-carboxamide